C[Si](C)(C)C[Ni]C[Si](C)(C)C bis(trimethylsilylmethyl)nickel